5-(2-Isopropyl-4-methoxy-5-methyl-benzyl)-pyrimidine-2,4-diamine C(C)(C)C1=C(CC=2C(=NC(=NC2)N)N)C=C(C(=C1)OC)C